methoxyquinazolin-4(3H)-one COC1=NC2=CC=CC=C2C(N1)=O